C(#N)C1=CC=C(C=C1)C(C1=CC=CC=C1)O 4-cyanophenyl-benzyl alcohol